ethyl 1-methyl-1,4,5,6-tetrahydrocyclopenta[c]pyrazole-3-carboxylate CN1N=C(C2=C1CCC2)C(=O)OCC